C(C)(C)(C)N1N=C(C=2C1=NC=NC2N)NC2=CC=CC1=CC=CC=C21 1-(tert-butyl)-N3-(naphthalen-1-yl)-1H-pyrazolo[3,4-d]pyrimidine-3,4-diamine